racemic-8,9-difluoro-1-(methylamino)-2,3,4,5-tetrahydro-1H-phenanthridin-6-one FC=1C=C2C(NC=3CCC[C@H](C3C2=CC1F)NC)=O |r|